CN1C(C(=CC2=CC=NC(=C12)OCC1(CC1)S(NC1=NC=CN=C1)(=O)=O)C(=O)O)=O 1-methyl-2-oxo-8-((1-(N-(pyrazin-2-yl)sulfamoyl)cyclopropyl)methoxy)-1,2-dihydro-1,7-naphthyridine-3-carboxylic acid